indole-oxide [NH+]1(C=CC2=CC=CC=C12)[O-]